N[C@@H]1C[C@@H](NC1)C(=O)O (2r,4r)-4-aminoproline